6,7-difluoro-3-(4-hydroxyphenyl)-3-(4-(trifluoromethoxy)phenyl)indolin-2-one FC1=CC=C2C(C(NC2=C1F)=O)(C1=CC=C(C=C1)OC(F)(F)F)C1=CC=C(C=C1)O